FC=1C=C(C=CC1)C1CN(C1)CC1=CC(=NC=C1)C=1C=C2CN(C(C2=CC1)=O)C1C(NC(CC1)=O)=O 3-(5-(4-((3-(3-fluorophenyl)azetidin-1-yl)methyl)pyridin-2-yl)-1-oxoisoindolin-2-yl)piperidine-2,6-dione